2'-(dicyclohexylphosphino)acetophenone C1(CCCCC1)P(C1=C(C=CC=C1)C(C)=O)C1CCCCC1